[1,2,4]triazolo[4,3-b]pyridazine-3-carboxamide N=1N=C(N2N=CC=CC21)C(=O)N